3-(Benzyloxy)-5-((4-bromo-1H-pyrazol-1-yl)methyl)isoxazole C(C1=CC=CC=C1)OC1=NOC(=C1)CN1N=CC(=C1)Br